2-(1-methyl-1H-pyrazol-4-yl)-7-(8-(1-methylazetidin-3-yl)-3,8-diazabicyclo[3.2.1]oct-3-yl)-3H-imidazo[4,5-b]pyridine trifluoroacetate FC(C(=O)O)(F)F.CN1N=CC(=C1)C1=NC=2C(=NC=CC2N2CC3CCC(C2)N3C3CN(C3)C)N1